((7-((allyloxy)carbonyl)naphthalen-2-yl)fluoromethyl)phosphonic acid C(C=C)OC(=O)C1=CC=C2C=CC(=CC2=C1)C(F)P(O)(O)=O